C1(CC1)C(N[S@@](=O)C(C)(C)C)C1=NC(=NC=C1)SC (S)-N-(cyclopropyl-(2-(methylthio)pyrimidin-4-yl)methyl)-2-methylpropane-2-sulfinamide